S1CC1 thiiran